3-[1-[(tert-butoxycarbonylamino)methyl]cyclopropyl]isoxazole-4-carboxylic acid C(C)(C)(C)OC(=O)NCC1(CC1)C1=NOC=C1C(=O)O